FC(C1(C(OCC1O)CO)O)F 3-(difluoromethyl)-2-(hydroxymethyl)tetrahydrofuran-3,4-diol